N,N-diethyl-N-(2-methoxyethyl)-N-methyl-ammonium chloride [Cl-].C(C)[N+](C)(CCOC)CC